8-(6-amino-2-ethylpyridin-3-yl)-1-methylquinolin-2(1H)-one NC1=CC=C(C(=N1)CC)C=1C=CC=C2C=CC(N(C12)C)=O